(S)-N-(4-bromo-2,6-difluorobenzyl)-1-(2-(3-fluoro-4-methylphenyl)-2H-pyrazolo[3,4-d]pyrimidin-4-yl)piperidine-3-carboxamide BrC1=CC(=C(CNC(=O)[C@@H]2CN(CCC2)C=2C=3C(N=CN2)=NN(C3)C3=CC(=C(C=C3)C)F)C(=C1)F)F